1,3-dichlorotetrafluoropropene ClC(=C(C(Cl)(F)F)F)F